C1(CC1)C=1C=C2C(=NC1)N(C=N2)CC2=CC1=C(OC(CO1)C=1C=NC(=CC1)COC)C(=C2)OC 6-cyclopropyl-3-((8-methoxy-2-(6-(methoxymethyl)pyridin-3-yl)-2,3-dihydrobenzo[b][1,4]dioxin-6-yl)methyl)-3H-imidazo[4,5-b]pyridine